3-((1-((4-ethoxy-3-(5-methyl-4-oxo-7-propyl-3,4-dihydroimidazo[5,1-f][1,2,4]triazin-2-yl)phenyl)sulfonyl)azetidin-3-yl)(methyl) amino)propyl nitrate [N+](=O)(OCCCN(C)C1CN(C1)S(=O)(=O)C1=CC(=C(C=C1)OCC)C1=NN2C(C(N1)=O)=C(N=C2CCC)C)[O-]